3-(5-((4-((4-(4-fluorophenyl)piperazin-1-yl)methyl)benzyl)amino)-4-oxobenzo[d][1,2,3]triazin-3(4H)-yl)piperidine-2,6-dione FC1=CC=C(C=C1)N1CCN(CC1)CC1=CC=C(CNC2=CC=CC=3N=NN(C(C32)=O)C3C(NC(CC3)=O)=O)C=C1